6,7-dichloro-3,3-dimethoxyindolin-2-one ClC1=CC=C2C(C(NC2=C1Cl)=O)(OC)OC